trans-tert-butyl (S)-4-(3-((1-(4-((1-(tert-butoxycarbonyl)pyrrolidin-3-yl)oxy)-3-(4-(tert-butyl)cyclohexyl)benzoyl)piperidin-4-yl)oxy)-4-chlorophenyl)piperazine-1-carboxylate C(C)(C)(C)OC(=O)N1C[C@H](CC1)OC1=C(C=C(C(=O)N2CCC(CC2)OC=2C=C(C=CC2Cl)N2CCN(CC2)C(=O)OC(C)(C)C)C=C1)[C@@H]1CC[C@H](CC1)C(C)(C)C